1-(6-(2-hydroxyphenyl)pyridazin-4-yl)-4-(1-methyl-1H-pyrazol-4-yl)piperidine-4-carboxylic acid OC1=C(C=CC=C1)C1=CC(=CN=N1)N1CCC(CC1)(C(=O)O)C=1C=NN(C1)C